5-[(2,6-dioxo-3-piperidyl)oxy]-2-methoxy-benzenesulfonyl fluoride O=C1NC(CCC1OC=1C=CC(=C(C1)S(=O)(=O)F)OC)=O